2-(2-fluoro-4-(2-((5-(1-methyl-1H-pyrazol-4-yl)benzo[d]thiazol-2-yl)amino)-2-oxoethyl)phenoxy)nicotinamide FC1=C(OC2=C(C(=O)N)C=CC=N2)C=CC(=C1)CC(=O)NC=1SC2=C(N1)C=C(C=C2)C=2C=NN(C2)C